3-fluoropiperidin-4-one, hydrochloride salt Cl.FC1CNCCC1=O